ClC=1C=C2C(=NC(=NC2=C(C1C1=CC(=CC2=CC=CC=C12)O)F)OCC1(CC1)CN(C)C)N1CC2CCC(C1)N2C(=O)OC(C)(C)C tert-butyl 3-[6-chloro-2-[[1-[(dimethylamino) methyl] cyclopropyl] methoxy]-8-fluoro-7-(3-hydroxy-1-naphthyl) quinazolin-4-yl]-3,8-diazabicyclo[3.2.1]octane-8-carboxylate